4-[(1S)-1-({[5-chloro-2-(2,4-difluorophenoxy)pyridin-3-yl]carbonyl}amino)ethyl]benzoic acid ClC=1C=C(C(=NC1)OC1=C(C=C(C=C1)F)F)C(=O)N[C@@H](C)C1=CC=C(C(=O)O)C=C1